O1COC2=C1C=CC(=C2)C=2N=C1N(C=CC(=C1)N(C)C)C2 (2-Benzo[1,3]dioxol-5-yl-imidazo[1,2-a]pyridin-7-yl)-dimethyl-amine